N1C=CC2=CC(=CC=C12)S(=O)(=O)N1N=C(C(=C1)C1=CC=C(C=C1)F)C(=O)N 1-((1H-indol-5-yl)sulfonyl)-(4-fluorophenyl)-1H-pyrazole-3-carboxamide